BrC1=C(C=CC=C1)C1=CC=CC=2C(C3=CC=CC=C3C12)(C1=CC=CC=C1)C1=CC=CC=C1 4-(2-bromophenyl)-9,9-diphenylfluorene